trans-N-[2-(4,6-dimethoxypyrimidin-5-yl)-1-methylpyrrolo[2,3-c]pyridin-5-yl]-2-[(dimethylamino)methyl]cyclopropane-1-carboxamide COC1=NC=NC(=C1C1=CC=2C(=CN=C(C2)NC(=O)[C@H]2[C@@H](C2)CN(C)C)N1C)OC